C(#C)C1(CN(C1)C(=O)OCCCC)O butyl 3-ethynyl-3-hydroxyazetidine-1-carboxylate